FCCOCC(=O)NN 2-(2-Fluoroethoxy)acethydrazide